4-hydroxy-2-azabicyclo[3.1.0]hexane-2-Carboxylic acid tert-butyl ester C(C)(C)(C)OC(=O)N1C2CC2C(C1)O